2-nitro-5-(2,3,5,6-tetrafluoro-4-(trifluoromethyl)phenoxy)benzenesulfonyl chloride [N+](=O)([O-])C1=C(C=C(C=C1)OC1=C(C(=C(C(=C1F)F)C(F)(F)F)F)F)S(=O)(=O)Cl